(R)-(1-(2-(1H-indol-3-yl)ethyl)-6,7-dimethoxy-3,4-dihydroisoquinoline-2(1H)-yl)(morpholino)ketone N1C=C(C2=CC=CC=C12)CCC1N(CCC2=CC(=C(C=C12)OC)OC)[C@@H]1OCCN(C1)C(=O)N1C[C@@H](OCC1)N1C(C2=CC(=C(C=C2CC1)OC)OC)CCC1=CNC2=CC=CC=C12